2,6-dimethyl-9,10-bis(n-octanoyloxy)anthracene CC1=CC2=C(C3=CC=C(C=C3C(=C2C=C1)OC(CCCCCCC)=O)C)OC(CCCCCCC)=O